5-[4-(3,3-Difluoro-4-hydroxy-pyrrolidin-1-yl)pyrazolo[1,5-a]pyrazin-2-yl]-1H-pyrimidine-2,4-dione FC1(CN(CC1O)C=1C=2N(C=CN1)N=C(C2)C=2C(NC(NC2)=O)=O)F